CC1(NC=2C=CC=CC2C2=CC3=C(C=C12)C=CC=C3)CC(=O)OC Methyl 2-(6-methyl-5,6-dihydrobenzo[j]phenanthridin-6-yl)acetate